N-[N'-(2-aminoethyl)-2-aminoethyl]aspartic acid NCCNCCN[C@@H](CC(=O)O)C(=O)O